C(=O)C=1C(=NC(=NC1)SC)N(CC(=O)OC)[C@H]1COC[C@@H]1OC methyl N-(5-formyl-2-(methylthio)pyrimidin-4-yl)-N-((3S,4R)-4-methoxytetrahydrofuran-3-yl)glycinate